C1(CC1)CN1C(=NC2=C(C1=O)C=C(C=N2)F)[C@@H](CCC)N2CCN[C@H](CC2)C 3-(cyclopropylmethyl)-6-fluoro-2-((R)-1-((S)-5-methyl-1,4-diazepan-1-yl)butyl)pyrido[2,3-d]pyrimidin-4(3H)-one